C12CNCC2C1NC(OC(C)(C)C)=O tert-butyl (endo-3-azabicyclo[3.1.0]hexan-6-yl)carbamate